OC1(CCN(CC1)C1=NN=C(S1)C=1C(=CC(=NC1)C1=CC=C2N1N=CC(=C2)C#N)NC2(COC2)C)C 7-(5-(5-(4-hydroxy-4-methylpiperidin-1-yl)-1,3,4-thiadiazol-2-yl)-4-((3-methyloxetan-3-yl)amino)pyridin-2-yl)pyrrolo[1,2-b]pyridazine-3-carbonitrile